[Au].S1SCCC1 dithiolane Gold